O1N=C(C2=C1C=CC=C2)C2=C(C=CC=C2)[C@H](CC2=NC(=CC=C2)Br)NC(OC(C)(C)C)=O tert-butyl (S)-{1-[2-(benzo[d]isoxazol-3-yl)phenyl]-2-(6-bromopyridin-2-yl)ethyl}carbamate